C(#N)C1CN(C1)S(=O)(=O)C=1C=C(C=CC1)C(=O)N1[C@H](CCC1)C(=O)N[C@H](C)C1=CC=C(C=C1)C(F)(F)F 1-((3-((3-cyano-1-azetidinyl)sulfonyl)phenyl)carbonyl)-N-((1R)-1-(4-(trifluoromethyl)phenyl)ethyl)-D-prolinamide